COC1=C(C=C2C(=CC=NC2=C1)OC1=CC=C(C=C1)[N+](=O)[O-])C(=O)O 7-methoxy-4-(4-nitrophenoxy)quinoline-6-carboxylic acid